2-hydroxy-3-(2-methyl-1H-benzimidazol-5-yl)-5-propylbenzonitrile OC1=C(C#N)C=C(C=C1C1=CC2=C(NC(=N2)C)C=C1)CCC